SC(CS(=O)(=O)O)CCS 2,4-dimercaptobutanesulfonic acid